(2S)-2-amino-2-cyclopropylethanol N[C@H](CO)C1CC1